OCCCCCOC(C(=O)OC(C)(C)C)(C)C tert-butyl 2-((5-hydroxypentyl)oxy)-2-methylpropanoate